coniferyl alcohol diacetate C(C)(=O)OC1=C(C=C(/C=C/COC(C)=O)C=C1)OC